CS(=O)(=O)CC1CN(C1)C=1C=CC(=C2C=C(N=CC12)NC1=NC(=NC=C1)N1CCC2(CCO2)CC1)[C@@H](CO)C (2S)-2-{8-[3-(methanesulfonylmeth-yl)azetidin-1-yl]-3-[(2-{1-oxa-7-azaspiro[3.5]nonan-7-yl}pyrimidin-4-yl)amino]isoquinolin-5-yl}propan-1-ol